3,4-Dichlorocinnamoylguanidin ClC=1C=C(C=CC(=O)NC(=N)N)C=CC1Cl